methyl 2-cyano-4-(6-fluoropyridin-3-yl)-3-[4-(4-methyl-1,2,4-triazol-3-yl)piperidin-1-yl]benzoate C(#N)C1=C(C(=O)OC)C=CC(=C1N1CCC(CC1)C1=NN=CN1C)C=1C=NC(=CC1)F